3-[tert-butyl-(dimethyl)silyl]oxy-cyclobutanecarbonitrile C(C)(C)(C)[Si](OC1CC(C1)C#N)(C)C